N[C@@]1(CN(CC1)C1=C(C=NC=C1C=1NC=2C(=NC(=CC2C)C)N1)C=1C=C(C#N)C=CC1)C 3-{4-[(3S)-3-Amino-3-methylpyrrolidin-1-yl]-5-{5,7-dimethyl-1H-imidazo[4,5-b]pyridin-2-yl}pyridin-3-yl}benzonitril